2,7-dibromo-9H-fluorene BrC1=CC=2CC3=CC(=CC=C3C2C=C1)Br